2-(2-((((9H-fluoren-9-yl)methoxy)carbonyl)amino)-5-(tert-butoxy)-5-oxopentanamido)ethane-1-sulfonic acid C1=CC=CC=2C3=CC=CC=C3C(C12)COC(=O)NC(C(=O)NCCS(=O)(=O)O)CCC(=O)OC(C)(C)C